C(C)(C)(C)C1=CC=C(C=C2NC(C3=CC=CC=C23)=O)C=C1 3-(4-tert-butylbenzylidene)isoindolin-1-one